7-bromo-2-ethynyl-1,5-naphthyridine BrC1=CN=C2C=CC(=NC2=C1)C#C